ClC1=C(C=C2C(=NC(=NC2=C1O[C@@H](C)C1=CC=CC=C1)OC1CCOCC1)N1[C@@H]2CN([C@H](C1)C2)C(=O)[O-])C2CC2 (1S,4S)-5-{7-chloro-6-cyclopropyl-2-[(oxan-4-yl)oxy]-8-[(1S)-1-phenylethoxy]quinazolin-4-yl}-2,5-diazabicyclo[2.2.1]heptane-2-carboxylate